FC(C(=O)OC(C)C)(F)F isopropyl 2,2,2-trifluoroacetate